FC1=CC(=CC2=C1OC1(CC1)CCO2)COC=2C=C1N(C(N2)=O)C[C@H]2N1COC2 (R)-6-((9-fluoro-3,4-dihydrospiro[benzo[b][1,4]dioxepine-2,1'-cyclopropan]-7-yl)methoxy)-10,10a-dihydro-1H-oxazolo[3',4':3,4]imidazo[1,2-c]pyrimidin-8(3H)-one